C1(CC1)C1=C(CN2C(N([C@H](C=3C2=CNN3)C)C3CCN(CC3)C=3C(=NC=CC3C)OC)=O)C=CC=C1 (S)-4-(2-cyclopropyl-benzyl)-6-(2'-methoxy-4'-methyl-3,4,5,6-tetrahydro-2H-[1,3']bipyridinyl-4-yl)-7-methyl-2,4,6,7-tetrahydro-pyrazolo[4,3-d]pyrimidin-5-one